C(C1=CC=CC=C1)(C1=CC=CC=C1)N1CC(C1)C1=NOC(=N1)C12CC(C1)(C2)C(F)(F)F 3-(1-benzhydrylazetidin-3-yl)-5-[3-(trifluoromethyl)-1-bicyclo[1.1.1]pentanyl]-1,2,4-oxadiazole